4-((6-methoxy-3-methyl-7-(1-methyl-1H-pyrazol-3-yl)-1H-pyrrolo[3,2-c]pyridin-1-yl)methyl)benzenesulfonamide COC1=C(C2=C(C=N1)C(=CN2CC2=CC=C(C=C2)S(=O)(=O)N)C)C2=NN(C=C2)C